ClC1=C(C(=C(C(=C1[N+](=O)[O-])Cl)Cl)Cl)Cl penta-chloro-nitrobenzene